N[C@@H](CN1C(C=2C=C3C(=CC2CC1)N(C(=N3)C3=CC=1C(=NC(=CC1)OC)N3CC3CC3)C)=O)CF (S)-6-(2-amino-3-fluoropropyl)-2-(1-(cyclopropylmethyl)-6-methoxy-1H-pyrrolo[2,3-b]pyridin-2-yl)-1-methyl-1,6,7,8-tetrahydro-5H-imidazo[4,5-g]isoquinolin-5-one